C(C)N1C2=CC=C(C=C2C=2C=C(C=CC12)C(C)=NCC(=O)[O-])C(C1=C(C=CC=C1)C)=O [1-[9-ethyl-6-(2-methylbenzoyl)carbazol-3-yl]-ethylideneamino]acetate